Methyl (2S,4R)-1-((S)-2-((tert-butoxycarbonyl)amino)-3,3-dimethylbutanoyl)-4-((7-methoxy-3-methylquinoxalin-2-yl)oxy)pyrrolidine-2-carboxylate C(C)(C)(C)OC(=O)N[C@H](C(=O)N1[C@@H](C[C@H](C1)OC1=NC2=CC(=CC=C2N=C1C)OC)C(=O)OC)C(C)(C)C